Gamma-(2-aminoethyl)aminopropyl-trimethoxysilane NCCNCCC[Si](OC)(OC)OC